FC(C(=O)O)(F)F.N1=CC=C(C=C1)C=1N=C(C2=C(N1)C=[N+](C=C2)[O-])N2CCC1(CCNC1)CC2 2-(pyridin-4-yl)-4-(2,8-diazaspiro[4.5]decan-8-yl)pyrido[3,4-d]pyrimidine-7-oxide trifluoroacetate salt